2-((6-(((5-(2-Aminopyridin-4-yl)-7H-pyrrolo[2,3-d]pyrimidin-4-yl)amino)methyl)pyridin-2-yl)(methyl)amino)ethan-1-ol NC1=NC=CC(=C1)C1=CNC=2N=CN=C(C21)NCC2=CC=CC(=N2)N(CCO)C